CC1=C(C=CC=C1)C=1C=CC=CC1 3-(2-methylphenyl)benzene